ethylenediamine-tetraacetic acid tri-potassium [K].[K].[K].C(CN(CC(=O)O)CC(=O)O)N(CC(=O)O)CC(=O)O